C(CCCCCCC=CCCCCCC)(=O)O 8-Pentadecenoic acid